N-decanoyl-sarcosine sodium salt [Na+].C(CCCCCCCCC)(=O)N(C)CC(=O)[O-]